C(#N)N1C[C@]2(CC2C1)NC(C1=CC=C(C=C1)C=1C=NC=CC1OC1=CC=CC=C1)=O N-((1R)-3-cyano-3-azabicyclo[3.1.0]hexan-1-yl)-4-(4-phenoxypyridin-3-yl)benzamide